3-(4-phenylphenyl)propionic acid C1(=CC=CC=C1)C1=CC=C(C=C1)CCC(=O)O